sulfohydroxypropyl-dimethyl-ammoniopropyl-acrylamide S(=O)(=O)(O)N(C(C(=C(C)C)CCC[NH3+])=O)CCCO